[5-(methanesulfonamidomethyl)benzothien-2-yl]boronic acid CS(=O)(=O)NCC=1C=CC2=C(C=C(S2)B(O)O)C1